CC1=C(C=2N(N=C1N1CC=3C=C(C=NC3CC1)N)C=NN2)C 6-(7,8-Dimethyl-[1,2,4]triazolo[4,3-b]pyridazin-6-yl)-7,8-dihydro-5H-1,6-naphthyridin-3-amine